C(C)N1N=NC2=C1C=CC(=C2C)/C=C/C(=O)OCC ethyl (E)-3-(1-ethyl-4-methyl-benzotriazol-5-yl)prop-2-enoate